S1C=CC2=C1C=NC2=O thieno[2,3-c]pyrrol-4-one